dipropionate potassium salt [K+].C(CC)(=O)[O-].C(CC)(=O)[O-].[K+]